(3-chlorophenyl){(4E)-4-[4-(3-chlorophenyl)but-3-yn-2-ylidene]-3,3-difluoropiperidin-1-yl}methanone ClC=1C=C(C=CC1)C(=O)N1CC(/C(/CC1)=C(\C)/C#CC1=CC(=CC=C1)Cl)(F)F